O1C=C(C2=C1C=CC=C2)C[C@@H](B2OCC(O2)=O)NC(=O)[C@@H]2[C@@H]1CC[C@H](C2)O1 (1S,2S,4R)-N-((R)-2-(benzofuran-3-yl)-1-(4-oxo-1,3,2-dioxaborolan-2-yl)ethyl)-7-oxabicyclo[2.2.1]heptane-2-carboxamide